C1CN(CCC12CCN(CC2)C(=O)OC[C@@]2(N1CCC(C2=O)CC1)COC)C(=O)OC[C@@]1(N2CCC(C1=O)CC2)COC bis(((1S,2S,4S)-2-(methoxymethyl)-3-oxoquinuclidin-2-yl)methyl) 3,9-diazaspiro[5.5]undecane-3,9-dicarboxylate